Benzyl (S)-6-(6-amino-2-(((benzyloxy)carbonyl)amino)hexanamido)hexanoate NCCCC[C@@H](C(=O)NCCCCCC(=O)OCC1=CC=CC=C1)NC(=O)OCC1=CC=CC=C1